1-(2-chloro-3-fluorophenyl)ethan-1-amine ClC1=C(C=CC=C1F)C(C)N